tert-butyl (S)-4-(5-bromo-8-(((S)-1-methylpyrrolidin-2-yl)methoxy)-3,4-dihydro-2H-pyrano[2,3-f]quinazolin-10-yl)-2-(cyanomethyl)piperazine-1-carboxylate BrC1=C2C(=C3C(=NC(=NC3=C1)OC[C@H]1N(CCC1)C)N1C[C@@H](N(CC1)C(=O)OC(C)(C)C)CC#N)OCCC2